CC1=C(C=C2C=NNC2=C1)NC1=NNC(=C1)C1=CC=C(C=C1)O 4-(3-((6-methyl-1H-indazol-5-yl)amino)-1H-pyrazol-5-yl)phenol